(2s,4s)-2-(2-phenyl-6-azaspiro[3.4]octane-6-carbonyl)-7-oxa-5-azaspiro[3.4]octane-6-one C1(=CC=CC=C1)C1CC2(C1)CN(CC2)C(=O)C2CC1(C2)NC(OC1)=O